ClCC1=CC=C(C=C1)N1N=NC(=C1)COCC=1C(=C(C=CC1)C1=CC=CC=C1)C 1-(4-(chloromethyl)phenyl)-4-(((2-methylbiphenyl-3-yl)methoxy)methyl)-1H-1,2,3-triazole